3-(15-(ethylamino)-15-oxopentadecanamido)propanoic acid C(C)NC(CCCCCCCCCCCCCC(=O)NCCC(=O)O)=O